(S)-(1-(methylamino)-1-oxo-5-(tetrahydro-2H-pyran-4-yl)pent-2-yl)carbamic acid tert-butyl ester C(C)(C)(C)OC(N[C@H](C(=O)NC)CCCC1CCOCC1)=O